C(C)OC(=O)C1(CC1)C=1N=C(SC1)\C=C\[N+](=O)[O-] (E)-1-(2-(2-nitrovinyl)thiazol-4-yl)cyclopropane-1-carboxylic acid ethyl ester